1,4-Diamino-2-butanone dihydrochloride Cl.Cl.NCC(CCN)=O